N1(CCOCC1)C=1OC2=C3C(=CC=C2C(C1)=O)C=CC=C3 2-(morpholin-4-yl)-benzo[h]chromen-4-one